FC1=C(C=C(C=N1)CN1CCOCC1)B1OC(C(O1)(C)C)(C)C 4-((6-fluoro-5-(4,4,5,5-tetramethyl-1,3,2-dioxaborolan-2-yl)pyridin-3-yl)methyl)morpholine